4-chloro-6-iodo-N2-methyl-pyridine-2,3-diamine ClC1=C(C(=NC(=C1)I)NC)N